butyl 5''-bromo-3''H-dispiro[azetidine-3,1'-cyclobutane-3',2''-benzofuran]-1-carboxylate BrC=1C=CC2=C(CC3(O2)CC2(C3)CN(C2)C(=O)OCCCC)C1